2-nitro-5-(3-(4-(trifluoromethyl)phenyl)pyrrolidin-1-yl)pyridine sodium [Na].[N+](=O)([O-])C1=NC=C(C=C1)N1CC(CC1)C1=CC=C(C=C1)C(F)(F)F